2-chloroethylbenzoate ClCCOC(C1=CC=CC=C1)=O